BrC=1C=CC(=NC1)NC(C(CCC)(F)C=1C=NC=C(C1)Br)=O 2-(5-Bromo-pyridin-3-yl)-2-Fluoro-pentanoic Acid (5-bromo-pyridin-2-yl)-amide